O[C@@H]1C(OC2=CC3=C(C=C2[C@H]1NC(\C=C\C1=CC=C(C=C1)C(F)(F)F)=O)C=CC(O3)=O)(C)C (E)-N-((3S,4R)-3-hydroxy-2,2-dimethyl-8-oxo-2,3,4,8-tetrahydropyrano[3,2-g]chromen-4-yl)-3-(4-(trifluoromethyl)phenyl)acrylamide